(2s,4s)-1-(tert-butoxycarbonyl)-4-((2-(2,6-dioxopiperidin-3-yl)-1,3-dioxoisoindolin-4-yl)amino)pyrrolidine-2-carboxylic acid C(C)(C)(C)OC(=O)N1[C@@H](C[C@@H](C1)NC1=C2C(N(C(C2=CC=C1)=O)C1C(NC(CC1)=O)=O)=O)C(=O)O